(6-methyl-4-nitro-indan-5-yl)acetamide CC1=C(C(=C2CCCC2=C1)[N+](=O)[O-])CC(=O)N